FC=1C(=C(C=CC1F)C1=C(O[C@]([C@H]1OC)(C(F)(F)F)C)C(=O)OCC)C ethyl (4S,5R)-3-(3,4-difluoro-2-methylphenyl)-4-methoxy-5-methyl-5-(trifluoromethyl)-4,5-dihydrofuran-2-carboxylate